9-((1'R,2'R)-2,6-dihydroxy-5'-methyl-2'-(prop-1-en-2-yl)-1',2',3',4'-tetrahydro-[1,1'-biphenyl]-4-yl)nonanoic acid OC1=C(C(=CC(=C1)CCCCCCCCC(=O)O)O)[C@H]1[C@@H](CCC(=C1)C)C(=C)C